Tert-butyl N-[2-[[2-(2,6-dioxo-3-piperidyl)-1,3-dioxo-isoindolin-4-yl]amino]ethyl]carbamate O=C1NC(CCC1N1C(C2=CC=CC(=C2C1=O)NCCNC(OC(C)(C)C)=O)=O)=O